COC(C(CCOCC#N)(C1=CC=CC=C1)C1=CC=CC=C1)=O 4-(cyanomethoxy)-2,2-diphenylbutanoic acid methyl ester